isobutene magnesium bromide [Br-].[Mg+2].C=C(C)C.[Br-]